N-((5-((6-(2,6-dichlorophenyl)-8-methyl-7-oxo-7,8-dihydropyrido[2,3-d]pyrimidin-2-yl)amino)-2-((1-ethyl-1H-pyrazol-3-yl)oxy)pyridin-3-yl)methyl)acrylamide ClC1=C(C(=CC=C1)Cl)C1=CC2=C(N=C(N=C2)NC=2C=C(C(=NC2)OC2=NN(C=C2)CC)CNC(C=C)=O)N(C1=O)C